CN1C(=CC=C1)CNC(=O)C=1N=C(SC1)N(S(=O)(=O)C)C N-((1-methyl-1H-pyrrol-2-yl)methyl)-2-(N,S-dimethylsulfonamido)thiazole-4-carboxamide